3-((4-(4-(2-(4-(((2-(cyclopentylmethyl)-5-fluoro-4-oxo-3,4-dihydroquinazolin-7-yl)oxy)methyl)piperidin-1-yl)ethyl)piperazin-1-yl)phenyl)amino)piperidine-2,6-dione C1(CCCC1)CC1=NC2=CC(=CC(=C2C(N1)=O)F)OCC1CCN(CC1)CCN1CCN(CC1)C1=CC=C(C=C1)NC1C(NC(CC1)=O)=O